1-(difluoromethyl)-5-ethynyl-4,6-difluoro-1,3-benzodiazole FC(N1C=NC2=C1C=C(C(=C2F)C#C)F)F